CN1CC2=C(CC1)OC(=C2)S(=O)(=O)N 5-methyl-4,5,6,7-Tetrahydrofuro[3,2-c]pyridine-2-sulfonamide